FC(C1=CC(=NN1C)C1=NC(=NO1)C1(CC1)C1=CC=C(C=C1)C)F 5-(5-(difluoromethyl)-1-methyl-1H-pyrazol-3-yl)-3-(1-(p-tolyl)cyclopropyl)-1,2,4-oxadiazole